N,N-dimethyl-1-propylammonium trifluoroacetate FC(C(=O)[O-])(F)F.C[NH+](C)CCC